bis[2,6-difluoro-3-(N-(4-methylphenyl-methyl)-(2-chlorobenzoyl)amino)phenyl]titanium FC1=C(C(=CC=C1N(CC1=CC=C(C=C1)C)C(C1=C(C=CC=C1)Cl)=O)F)[Ti]C1=C(C(=CC=C1F)N(CC1=CC=C(C=C1)C)C(C1=C(C=CC=C1)Cl)=O)F